4-methyl-2'-(trifluoromethyl)-[3,4'-bipyridin] CC1=C(C=NC=C1)C1=CC(=NC=C1)C(F)(F)F